C1(CCCC1)N1C2=C(N(C(C(C1)(F)F)=O)C)C=NC(=N2)NC2=C(C=C(C(=O)NC1CCC3(CNC3)CC1)C=C2)OC 4-((9-cyclopentyl-7,7-difluoro-5-methyl-6-oxo-6,7,8,9-tetrahydro-5H-pyrimido[4,5-b][1,4]diazepin-2-yl)amino)-3-methoxy-N-(2-azaspiro[3.5]nonan-7-yl)benzamide